2,2-dihydroxypropane OC(C)(C)O